4-amino-1-(1,1-difluoro-3-methoxypropyl)cyclohexane-1-ol NC1CCC(CC1)(O)C(CCOC)(F)F